BrC1=CC(=C(C(=O)OC)C=C1)CC methyl 4-bromo-2-ethylbenzoate